FC1=CC=C(C=C1)C=1C=NC2=CC=C(C=C2C1)C(C)N1N=NC=2C1=NC(=CN2)C=2C=NN(C2)C 3-(4-fluorophenyl)-6-(1-(6-(1-methyl-1H-pyrazol-4-yl)-1H-[1,2,3]triazolo[4,5-b]pyrazin-1-yl)ethyl)quinoline